(2R,4R)-4-methyl-5-oxo-2-phenyloxazolidine-3-carboxylic acid phenylmethyl ester C1(=CC=CC=C1)COC(=O)N1[C@H](OC([C@H]1C)=O)C1=CC=CC=C1